FC1=CC=C(C=N1)C=1C=C(C(=O)N)C=CC1 3-(6-fluoropyridin-3-yl)benzamide